(R)-5-cyclohexyl-dihydrofuran-2(3H)-one C1(CCCCC1)[C@H]1CCC(O1)=O